C(C=C)C=1C(=C(C=CC1C1(C2=CC=CC=C2C=2C=CC=CC12)C1=CC=C(C=C1)O)O)CC=C diallyl-4,4'-(9H-fluoren-9-ylidene)bisphenol